C1(=CC=CC=C1)C([C@@H](N)C(=O)O)C1=CC=CC=C1 β-phenyl-D-phenylalanine